2,2-diacetoxyacetyl chloride C(C)(=O)OC(C(=O)Cl)OC(C)=O